2-(4-acetyl-1,4-diazepan-1-yl)-1-(4-(2-(3,4-dimethoxyphenyl)-3-ethyl-1H-indol-5-yl)piperidin-1-yl)ethan-1-one C(C)(=O)N1CCN(CCC1)CC(=O)N1CCC(CC1)C=1C=C2C(=C(NC2=CC1)C1=CC(=C(C=C1)OC)OC)CC